imidazo[1,2-a]pyridine-7-carbonitrile N=1C=CN2C1C=C(C=C2)C#N